5-(6-chloro-3-iodo-2-pyridyl)isothiazole ClC1=CC=C(C(=N1)C1=CC=NS1)I